(3-Benzyloxy-4-chloro-2,6-difluorophenyl)tributylstannane (2R,3S,4S)-4-hydroxy-2-[(4-{imidazo[2,1-b][1,3]thiazol-2-yl}phenyl)methyl]pyrrolidin-3-yl-N-[(3-fluorophenyl)methyl]carbamate O[C@@H]1[C@H]([C@H](NC1)CC1=CC=C(C=C1)C1=CN2C(S1)=NC=C2)N(C(O)=O)CC2=CC(=CC=C2)F.C(C2=CC=CC=C2)OC=2C(=C(C(=CC2Cl)F)[Sn](CCCC)(CCCC)CCCC)F